(S)-8-(2-(tert-butyl)pyrimidin-5-yl)-3-(fluoromethyl)-6-oxo-3,4-dihydro-2H,6H-pyrimido[2,1-b][1,3]thiazine-7-carbonitrile C(C)(C)(C)C1=NC=C(C=N1)C=1N=C2SC[C@@H](CN2C(C1C#N)=O)CF